FC=1C=CC(=C(OCCOCCNC(O[C@@H]2CN(CC2)C(C=C)=O)=O)C1)C=1N=NC(=C2C1SC=C2F)C=2C=C1CCN(CC1=CC2)C (S)-1-acryloylpyrrolidin-3-yl (2-(2-(5-fluoro-2-(3-fluoro-4-(2-methyl-1,2,3,4-tetrahydroisoquinolin-6-yl)thieno[2,3-d]pyridazin-7-yl)phenoxy)ethoxy)ethyl)carbamate